C(C)C1=C(O)C=CC(=C1CC)O 2,3-diethylhydroquinone